tert-pentyliminotris(ethylmethylamino)tantalum C(C)(C)(CC)N=[Ta](N(CC)C)(N(CC)C)N(C)CC